N=1N(N=CC1)C=1N=CC(=NC1)C=O 5-(2H-1,2,3-triazol-2-yl)pyrazine-2-carbaldehyde